FC1=CC=C2C(=CNC2=C1)CC(=O)N1CC(C1)C(C)O 2-(6-fluoro-1H-indol-3-yl)-1-(3-(1-hydroxyethyl)azetidin-1-yl)ethan-1-one